(Z)-N'-phenyl-4-(trifluoromethyl)phenylhydrazinecarbonyl chloride C1(=CC=CC=C1)N(NC(=O)Cl)C1=CC=C(C=C1)C(F)(F)F